O=S1(CCN(CC1)C1=CC=C(C=C1)N1[C@H]2CC([C@@H](C1)CC2(C)C)=O)=O (1S,4R)-2-(4-(1,1-dioxidothiomorpholino)phenyl)-7,7-dimethyl-2-azabicyclo[2.2.2]octan-5-one